ethyl-3,4,6,7-tetra-O-acetyl-2-deoxy-1,5-dithio-α-D-glucoheptose C(C)[C@@]1(S)C[C@H](OC(C)=O)[C@@H](OC(C)=O)[C@H](S1)[C@H](OC(C)=O)COC(C)=O